acryloxynonyltriiodosilane C(C=C)(=O)OCCCCCCCCC[Si](I)(I)I